N12C[C@H](C(CC1)CC2)N (3S)-1-azabicyclo[2.2.2]octan-3-amine